C1(=CC=CC=C1)C(CCCO)CCCO 4-phenyl-1,7-heptanediol